BrC1=C2C=C(C(=NC2=CC(=C1)C)NC)C1=CC=C(C=C1)F 5-bromo-3-(4-fluorophenyl)-N,7-dimethylquinolin-2-amine